CC[C@H]1[C@@H]2C[C@H]3[C@H]4[C@@]5(C[C@@H](C2[C@H]5OC(=O)C)N3[C@@H]1O)C6=CC=CC=C6N4 The molecule is an indole alkaloid obtained by formal acetylation of the 17-hydroxy group of norajmaline. It is an acetate ester, a hemiaminal, a bridged compound, an organonitrogen heterocyclic compound, a secondary alcohol, a tertiary amino compound, a secondary amino compound, an organic heteropolycyclic compound and an indole alkaloid. It derives from a norajmaline. It is a conjugate base of a 17-O-acetylnorajmaline(1+).